CC1NCC(C2=C1SC=C2)C=2C=NN(C2)C 7-methyl-4-(1-methylpyrazol-4-yl)-4,5,6,7-tetrahydrothieno[2,3-c]pyridine